O1N=C(C=C1)CC=1NC2=C(C=NC=3C=CC(=CC23)C#N)N1 2-(1,2-oxazol-3-ylmethyl)-1H-imidazo[4,5-c]quinoline-8-carbonitrile